2-isopropyl-5-vinyl-pyrazolo[3,4-b]pyrazine C(C)(C)N1N=C2N=CC(=NC2=C1)C=C